4-[4-(2-hydroxyethoxy)phenyl]-2-(oxetan-3-ylmethylsulfanyl)pyridine-3,5-dicarbonitrile OCCOC1=CC=C(C=C1)C1=C(C(=NC=C1C#N)SCC1COC1)C#N